CC1CCC(N(C1)C(C(=O)NC=1C=C(C=NC1)C(=O)N)=O)C=1C=CC2=C(N=C(S2)C(F)(F)F)C1 rac-5-[[2-[5-methyl-2-[2-(trifluoromethyl)-1,3-benzothiazol-5-yl]-1-piperidyl]-2-oxo-acetyl]amino]pyridine-3-carboxamide